CCCCOC(=O)N1CCCCC1 butoxycarbonylpiperidin